NC1=C(C2=C(S1)C(=CC=C2C2=C(C=C1C(=NC(=NC1=C2F)OC[C@]21CCCN1C[C@@H](C2)F)N2CC1(CCCN1)CCC2)Cl)F)C#N 2-amino-4-(6-chloro-8-fluoro-2-(((2R,7aS)-2-fluorotetrahydro-1H-pyrrolizin-7a(5H)-yl)methoxy)-4-(1,7-diazaspiro[4.5]decan-7-yl)quinazolin-7-yl)-7-fluorobenzo[b]thiophene-3-carbonitrile